methyl (3S)-2-benzyl-1,1-dioxo-5-propyl-1,2,5-thiadiazolidine-3-carboxylate C(C1=CC=CC=C1)N1S(N(C[C@H]1C(=O)OC)CCC)(=O)=O